Hexyl (2-amino-4-((4-fluorobenzyl)amino)phenyl)carbamate NC1=C(C=CC(=C1)NCC1=CC=C(C=C1)F)NC(OCCCCCC)=O